C1(CC1)C(=O)N1CCC(CC1)CN1N=C2C3=C(CC(C2=C1)C)OC(=C3C(F)(F)F)C(=O)O 2-{[1-(cyclopropanecarbonyl)piperidin-4-yl]methyl}-4-methyl-8-(trifluoromethyl)-4,5-dihydro-2H-furo[2,3-g]indazole-7-carboxylic acid